N-((2-(4'-Fluoro-2'-(4-methyl-4H-1,2,4-triazol-3-yl)-[1,1'-biphenyl]-3-yl)-7-methoxybenzo[d]oxazol-5-yl)methyl)-2-methoxyethan-1-amine FC1=CC(=C(C=C1)C1=CC(=CC=C1)C=1OC2=C(N1)C=C(C=C2OC)CNCCOC)C2=NN=CN2C